bis(3-trimethoxysilylpropyl)diethyleneglycol dicarbonate C(=O)(O)OC(=O)O.CO[Si](CCCC(COCCO)(CCC[Si](OC)(OC)OC)O)(OC)OC